methyl (Z)-6-(2,4-dichlorophenyl)-5-(4-((1-(3-fluoropropyl) pyrrolidin-3-ylidene) methyl) phenyl)-7,8-dihydronaphthalene-2-carboxylate ClC1=C(C=CC(=C1)Cl)C1=C(C=2C=CC(=CC2CC1)C(=O)OC)C1=CC=C(C=C1)\C=C\1/CN(CC1)CCCF